((4-methoxyphenethyl)imino)-2-phenylpropenoic acid methyl ester COC(C(=C=NCCC1=CC=C(C=C1)OC)C1=CC=CC=C1)=O